[C@@]12(NCCC2C1)COC(NC=1N=CC2=CC(=C(C=C2C1)C1=C(C2=C(OCCN2)N=C1)C)F)=O (S)-(2-Azabicyclo[3.1.0]hexan-1-yl)methyl-(7-fluoro-6-(8-methyl-2,3-dihydro-1H-pyrido[2,3-b][1,4]oxazin-7-yl)isochinolin-3-yl)carbamat